C1(=CC=CC=C1)S(=O)(=O)N1C=C(C2=CC=C(C=C12)OCC1OCCC1)S(=O)(=O)Cl 1-(phenylsulfonyl)-6-(tetrahydrofuran-2-ylmethoxy)indole-3-sulfonyl chloride